C(C#C)N1CCC2(CNC(O2)=O)CC1 8-(prop-2-yn-1-yl)-1-oxa-3,8-diazaspiro[4.5]decan-2-one